1-(5-((2R,4R)-2-(2,5-difluorophenyl)-4-fluoropyrrolidin-1-yl)-2-fluoropyrazolo[1,5-a]pyrimidin-3-yl)-3-((1R,2R)-2-hydroxycyclopropyl)urea FC1=C(C=C(C=C1)F)[C@@H]1N(C[C@@H](C1)F)C1=NC=2N(C=C1)N=C(C2NC(=O)N[C@H]2[C@@H](C2)O)F